C(C)(=O)SC(C(=O)O)(C)CC1=CC=CC=C1 (acetylthio)-2-benzyl-propionic acid